(RS)-3-Methyl-1-(6-phenyl-pyrazolo[4,3-b]pyridin-1-yl)butan-2-ol CC([C@H](CN1N=CC2=NC=C(C=C21)C2=CC=CC=C2)O)C |r|